tert-butyl (4S)-4-carbamoyl-4-(4-chloro-5-fluoro-1-oxo-3H-isoindol-2-yl)butanoate C(N)(=O)[C@H](CCC(=O)OC(C)(C)C)N1C(C2=CC=C(C(=C2C1)Cl)F)=O